C(C)OC(=O)C1=C(OC2=C1C=CC=C2)C2=CC=CC=C2 2-phenylbenzofuran-3-carboxylic acid ethyl ester